O1CCC(=CC1)C=1C2=C(C(=NC1)OC)N=C(S2)NC(C2=CC=C(C=C2)[C@@H](C)NC(C)=O)=O N-[7-(3,6-dihydro-2H-pyran-4-yl)-4-methoxy-[1,3]thiazolo[4,5-c]pyridin-2-yl]-4-[(1R)-1-acetamidoethyl]benzamide